[Sn]=O.[Zn].[In] indium-zinc-tin oxide